(2R)-1-azido-4-[tert-butyl(diphenyl)silyl]oxy-butan-2-ol N(=[N+]=[N-])C[C@@H](CCO[Si](C1=CC=CC=C1)(C1=CC=CC=C1)C(C)(C)C)O